6-{6-[3-(tert-butylamino)pyrrolidin-1-yl]-1,5-naphthyridin-2-yl}-1,2-dimethyl-1,3-benzodiazol-5-ol C(C)(C)(C)NC1CN(CC1)C=1N=C2C=CC(=NC2=CC1)C=1C(=CC2=C(N(C(=N2)C)C)C1)O